r-methacryloxypropyl-trimethoxysilane nitrogen fluoride N(F)(F)F.C(C(=C)C)(=O)OCCC[Si](OC)(OC)OC